COC(/C(=N/C)/C1=C(C=CC=C1)C)=O.ClC=1C(=NC(=NC1)NC1=CC=C(C=C1)N1CCN(CC1)C)C(=O)NC1=C(C=CC=C1OC)F 5-chloro-N-(2-fluoro-6-methoxyphenyl)-2-((4-(4-methylpiperazin-1-yl)phenyl)amino)pyrimidine-4-carboxamide methyl-E-2-(2-methylphenyl)-2-methyliminoacetate